FC1=CC=C(C=C1)C1=CC(=C(C=C1)NC(OC(C)(C)C)=O)NC(C1=CC=C(C=C1)S(=O)(=N)C=1C=NC(=CC1)C(F)(F)F)=O tert-butyl N-[4-(4-fluorophenyl)-2-[[4-[[6-(trifluoromethyl)-3-pyridyl]sulfonimidoyl]benzoyl]amino]phenyl]carbamate